cis-3-fluoro-1-(pyridin-2-ylsulfonyl)piperidin-4-amine trifluoroacetate FC(C(=O)O)(F)F.F[C@@H]1CN(CC[C@@H]1N)S(=O)(=O)C1=NC=CC=C1